6-{7-[(3S,4S)-3-fluoro-2,2,6,6-tetramethylpiperidin-4-yl]-6,7-dihydro-5H-pyrrolo[2,3-c]pyridazin-3-yl}-2-methyl-2H-indazol-5-ol F[C@@H]1C(NC(C[C@@H]1N1CCC2=C1N=NC(=C2)C=2C(=CC1=CN(N=C1C2)C)O)(C)C)(C)C